CCC(=O)N(C1CCN(CC1C)CCC2=CC=CC=C2)C3=CC=CC=C3 The molecule is the monocarboxylic acid amide resulting from the formal condensation of the aryl amino group of 3-methyl-N-phenyl-1-(2-phenylethyl)piperidin-4-amine with propanoic acid. It has a role as an opioid analgesic, a mu-opioid receptor agonist and a sedative. It is a member of piperidines and a monocarboxylic acid amide.